10-Hydroxy-octacosanoic acid OC(CCCCCCCCC(=O)O)CCCCCCCCCCCCCCCCCC